NC(C[C@H](C(=O)N1CC2(C1)CCN(CC2)C(=O)OCC2=CC=CC=C2)NC(=O)OC(C)(C)C)=O (R)-benzyl 2-(4-amino-2-((tert-butoxycarbonyl) amino)-4-oxobutanoyl)-2,7-diazaspiro[3.5]nonane-7-carboxylate